N1(CCCCC1)[Si](C)(C)C piperidyltrimethyl-silane